4-isobutyl-1-(2-methyl-4-(6-(1-methyl-1H-pyrazol-4-yl)pyrazolo[1,5-a]pyrazin-4-yl)benzyl)piperazin-2-one C(C(C)C)N1CC(N(CC1)CC1=C(C=C(C=C1)C=1C=2N(C=C(N1)C=1C=NN(C1)C)N=CC2)C)=O